1,2,5-tris(cyanoethoxy)pentane C(#N)CCOCC(CCCOCCC#N)OCCC#N